C(C1=CC=CC=C1)OC(=O)N[C@H](C=1N=C2N(N=C(C=N2)CC2(C(NC[C@@H](C2)C(F)(F)F)=O)C(=O)O)C1)C1CCC(CC1)(F)F (5R)-3-((6-((S)-(((benzyloxy)carbonyl)amino)(4,4-difluorocyclohexyl)methyl)imidazo[1,2-b][1,2,4]triazin-2-yl)methyl)-2-oxo-5-(trifluoromethyl)piperidine-3-carboxylic acid